FC1(CCN(CC1)C1=NC(=NC(=C1)C)NC(C1=C(C=C(C=C1N1CCC2(CC2)CC1)[N+](=O)[O-])F)=O)F N-(4-(4,4-difluoropiperidin-1-yl)-6-methylpyrimidin-2-yl)-2-fluoro-4-nitro-6-(6-azaspiro[2.5]octan-6-yl)benzamide